F[C@@H]1C[C@H](N(C1)C(C(CN1N=CC=C1)C)=O)C(=O)N[C@H](C1=CC=C(C=C1)C(C)C)C1=CC=CC=C1 (2S,4R)-4-fluoro-1-[2-methyl-3-(1H-pyrazol-1-yl)propanoyl]-N-[(S)-phenyl[4-(propan-2-yl)phenyl]methyl]pyrrolidine-2-carboxamide